N-{[4-(pyridine-3-sulfonyl)phenyl]methyl}-1H-pyrrolo[3,2-c]pyridine-2-carboxamide N1=CC(=CC=C1)S(=O)(=O)C1=CC=C(C=C1)CNC(=O)C1=CC=2C=NC=CC2N1